ClC1=C(C=C(C=C1)Cl)C1OC[C@H]([C@H](O1)[C@@H](C[NH+]1[C@@H]([C@H]([C@@H](C1)O)O)CO)O)O (1S,2R,3R,4R)-1-((2R)-2-((4R,5R)-2-(2,5-dichlorophenyl)-5-hydroxy-1,3-dioxan-4-yl)-2-hydroxyethyl)-3,4-dihydroxy-2-(hydroxymethyl)pyrrolidin-1-ium